C(C)(C)(C)OC(CC1CC(CC1)C(CC#N)=O)=O 2-(3-(2-cyanoacetyl)cyclopentyl)acetic acid tert-butyl ester